BrC1=CC2=CN(N=C2C=C1)C1CCN(CC1)C(C)C 5-bromo-2-(1-isopropylpiperidin-4-yl)-2H-indazole